2-((S)-1-propenoyl-4-(7-(isochroman-8-yl)-2-((((S)-1-methylpyrrolidin-2-yl)methoxy))-5,6,7,8-tetrahydropyrido[3,4-d]pyrimidin-4-yl)piperazin-2-yl)acetonitrile C(C=C)(=O)N1[C@H](CN(CC1)C=1C2=C(N=C(N1)OC[C@H]1N(CCC1)C)CN(CC2)C=2C=CC=C1CCOCC21)CC#N